O=C1NC=C(C=C1C(=O)N)C(=O)N 2-oxo-1,2-dihydropyridine-3,5-dicarboxylic acid diamide